1-Bromo-3-(2-bromo-1-fluoroethyl)-2-methoxybenzene BrC1=C(C(=CC=C1)C(CBr)F)OC